tert-butyl-4-(7-bromo-1H-imidazo[4,5-c]quinolin-2-yl)piperidine C(C)(C)(C)N1CCC(CC1)C=1NC2=C(C=NC=3C=C(C=CC23)Br)N1